C(C)C=1C(=C(C(=O)OCOC)C(=C(C1OC(C1=C(C(=C(C=C1C)O)C)C)=O)C)C)C methoxymethyl 3-ethyl-4-((4-hydroxy-2,3,6-trimethylbenzoyl)oxy)-2,5,6-trimethylbenzoate